N1=C(N=CC2=C1CSC2)C(=O)N 5,7-dihydrothieno[3,4-d]Pyrimidine-2-carboxamide